BrC=1C=C2C(OCC=3N=C(SC3C=3C=CC(=C(NS(C(C1O)=C2)(=O)=O)C3)Cl)C(F)(F)F)=O 12-bromo-18-chloro-13-hydroxy-15,15-dioxo-4-(trifluoromethyl)-8-oxa-3,15λ6-dithia-5,16-diazatetracyclo[15.3.1.110,14.02,6]docosa-1(21),2(6),4,10,12,14(22),17,19-octaen-9-one